cyclohexa-3-ene-1,2-dicarboximide C12C(C=CCC1)C(NC2=O)=O